ClC1=CC(=CC(=N1)N1C(C2=CC(=CC(=C2C1)C(F)(F)F)CN1C[C@H](CCC1)C)=O)C1(CC(C1)C)C1NNCN1C 2-{6-chloro-4-[3-methyl-1-(4-methyl-1,2,4-triazacyclopentan-3-yl)cyclobutyl]pyridin-2-yl}-6-{[(3S)-3-methylpiperidin-1-yl]methyl}-4-(trifluoromethyl)-2,3-dihydro-1H-isoindol-1-one